N-(4-cyano-3-(trifluoromethyl)phenyl)-2-(4-((1-(2-(2,6-dioxopiperidin-3-yl)-1,3-dioxoisoindolin-5-yl)azetidin-3-yl)ethynyl)-1H-pyrazol-1-yl)-2-methylpropanamide C(#N)C1=C(C=C(C=C1)NC(C(C)(C)N1N=CC(=C1)C#CC1CN(C1)C=1C=C2C(N(C(C2=CC1)=O)C1C(NC(CC1)=O)=O)=O)=O)C(F)(F)F